NC=1C(NC(=NC1N)C1=C(C=C(C=C1)Br)OCC)=O 5,6-diamino-2-(4-bromo-2-ethoxyphenyl)-3H-pyrimidin-4-one